sodium 1,5-naphthalenedisulfonate ethyl-(E)-3-(3-aminopyridin-4-yl)acrylate C(C)OC(\C=C\C1=C(C=NC=C1)N)=O.C1(=CC=CC=2C(=CC=CC12)S(=O)(=O)[O-])S(=O)(=O)[O-].[Na+].[Na+]